C(C)C(C(=O)[O-])C=C alpha-ethyl-vinyl-acetate